NC1=NN=C(O1)C1=C(N[C@H](C)C=2C=C(C=C3C(C(=C(OC23)C2=CC=CC=C2)C)=O)C)C=CC=C1 8-[(1R)-1-[2-(5-amino-1,3,4-oxadiazol-2-yl)anilino]ethyl]-3,6-dimethyl-2-phenyl-chromen-4-one